NCC=1C=CC(=C(C(=O)N[C@H](C)C2=CC(=NC3=CC=CC=C23)N2N=CN=C2)C1)C 5-(aminomethyl)-2-methyl-N-[(1R)-1-[2-(1H-1,2,4-triazol-1-yl)quinolin-4-yl]ethyl]benzamide